C(C1CO1)C1(N)CC(=CC=C1)CC1CO1 1,3-diglycidyl-aniline